NCC=1C=NC(=NC1)C1=C(C=C(C#N)C=C1)C(=O)C=1N(N=C(C1)N(C)C)C 4-[5-(aminomethyl)pyrimidin-2-yl]-3-[5-(dimethylamino)-2-methylpyrazole-3-carbonyl]benzonitrile